C1(CC1)C=1OC(=C(N1)C1=CC=CC=C1)OC1=CC(=NC=C1)NC=1C=C(C(=O)O)C=CC1 3-((4-((2-Cyclopropyl-4-phenyloxazol-5-yl)oxy)pyridin-2-yl)amino)benzoic acid